6-(8-methyl-2,3-dihydro-1H-pyrido[2,3-b][1,4]Oxazin-7-yl)isoquinoline-3,8-diamine CC1=C(C=NC=2OCCNC21)C=2C=C1C=C(N=CC1=C(C2)N)N